O1[C@H](COCC1)CN1N=C2C3=C(CC4(C2=C1)CCC4)OC(=C3C)C(=O)O 2'-([(2S)-1,4-dioxan-2-yl]methyl)-8'-methyl-2',5'-dihydrospiro[cyclobutane-1,4'-furo[2,3-g]indazole]-7'-carboxylic acid